OC1[C@H](O)[C@@H](O)[C@H](O)[C@H](O1)CO.[Na] sodium glucopyranose